{1-(cis-4-{[4-{[(3R)-3-hydroxy-pyrrolidin-1-yl]methyl}-6-(trifluoromethyl)pyridin-2-yl]oxy}cyclohexyl)-3-[4-(7H-pyrrolo[2,3-d]pyrimidin-4-yl)-1H-pyrazol-1-yl]azetidin-3-yl}acetonitrile O[C@H]1CN(CC1)CC1=CC(=NC(=C1)C(F)(F)F)O[C@H]1CC[C@H](CC1)N1CC(C1)(N1N=CC(=C1)C=1C2=C(N=CN1)NC=C2)CC#N